C(=C)OCC1CC2C3CC(C(C2C1)C3)COC=C 2,5-bis[(ethenyloxy)methyl]octahydro-4,7-methano-1H-indene